1-(2-chloro-4-((5-methoxy-2,3-dihydro-[1,4]dioxino[2,3-f]quinazolin-10-yl)amino)phenyl)-3-isopropylurea ClC1=C(C=CC(=C1)NC1=NC=NC2=CC(=C3C(=C12)OCCO3)OC)NC(=O)NC(C)C